[Cl-].CC=1C(=CC=2C(C3=CC=CC=C3SC2C1C)=O)OCC(C[N+](C)(C)C)O [3-(3,4-dimethyl-9-oxothioxanthen-2-yl)oxy-2-hydroxypropyl]-trimethyl-azanium chloride